C(C)(C)(C)OC(=O)N[C@H](C)C1=CC=C2C(=N1)N(C(=C2)C2=NC1=C(N2C)C(=CC(=C1)C(=O)OC(C)C)OC)CCCC=C isopropyl 2-[6-[(1R)-1-(tert-butoxycarbonylamino)ethyl]-1-pent-4-enyl-pyrrolo[2,3-b]pyridin-2-yl]-7-methoxy-1-methyl-benzimidazole-5-carboxylate